3,5-dimethylbenzene magnesium bromide [Br-].[Mg+2].CC=1C=CC=C(C1)C.[Br-]